6-((4-methoxybenzyl)amino)-4-(1-methyl-3-phenyl-1H-pyrazol-4-yl)pyrido[3,2-d]pyrimidin-7-yl trifluoromethanesulfonate FC(S(=O)(=O)OC1=CC=2N=CN=C(C2N=C1NCC1=CC=C(C=C1)OC)C=1C(=NN(C1)C)C1=CC=CC=C1)(F)F